2,2'-Azobis[2-(N-allylamidino)propane] dihydrochloride Cl.Cl.N(=NC(C)(C)C(NCC=C)=N)C(C)(C)C(NCC=C)=N